3-chloro-2-methylpyrazolo[1,5-a]pyrimidine-6-carbonitrile ClC=1C(=NN2C1N=CC(=C2)C#N)C